BrC1=C(C(=CC(=C1OC)NCC(F)(F)F)[N+](=O)[O-])C(=O)C1=C(C=CC(=C1)F)Cl {2-bromo-3-methoxy-6-nitro-4-[(2,2,2-trifluoroethyl)amino]phenyl}(2-chloro-5-fluorophenyl)methanone